(2R)-1-[(4aR,8aS)-3,4,4a,5,6,7,8,8a-Octahydro-2H-quinolin-1-yl]-2-[cyclopropyl-[(2,4-dimethoxyphenyl)methyl]amino]-3-(2-hydroxyethylamino)propan-1-one N1(CCC[C@H]2CCCC[C@H]12)C([C@@H](CNCCO)N(CC1=C(C=C(C=C1)OC)OC)C1CC1)=O